C(C)(C)(C)OC(NC=1C=NC=C(C1)F)=O.S1C(=CC=C1)C=1OC2=C(C1SC([2H])([2H])[2H])C=CC=C2 2-(2-thienyl)-3-(methyl-d3)Thiobenzofuran t-butyl-N-(5-fluoropyridin-3-yl)-carbamate